2-(pentan-3-yl)-4-(4-(4-(4-(4,4,5,5-tetramethyl-1,3,2-dioxaborolan-2-yl)phenyl)piperazin-1-yl)phenyl)-2,4-dihydro-3H-1,2,4-triazol-3-one CCC(CC)N1N=CN(C1=O)C1=CC=C(C=C1)N1CCN(CC1)C1=CC=C(C=C1)B1OC(C(O1)(C)C)(C)C